NC1=C2C(=NC=N1)N(N=C2C2=CC=C(C(=O)NC1=NC=CC(=C1)C)C=C2)CCCC(=O)NC2=C(C=CC=C2)N 4-(4-amino-1-(4-((2-aminophenyl)amino)-4-oxobutyl)-1H-pyrazolo[3,4-d]pyrimidin-3-yl)-N-(4-methylpyridin-2-yl)benzamide